amino-isobutyric acid NC(C(=O)O)(C)C